1-(2-fluoro-5-(trifluoromethyl)phenyl)-3-(4-(4,4,5,5-tetramethyl-1,3,2-dioxaborolan-2-yl)phenyl)urea FC1=C(C=C(C=C1)C(F)(F)F)NC(=O)NC1=CC=C(C=C1)B1OC(C(O1)(C)C)(C)C